C(#N)C1=CC(=NC2=C(C=C(C=C12)C)C(C)NC1=C(C(=O)O)C=CC=C1)N1CCOCC1 2-(1-[4-cyano-6-methyl-2-(morpholin-4-yl)quinolin-8-yl]ethylamino)benzoic acid